C(C)(C)(C)OC(=O)N1CC2=CC(=CC=C2CC1)C#C 7-ethynyl-3,4-dihydroisoquinoline-2(1H)-carboxylic acid tert-butyl ester